glycero-L-manno-heptose O=C[C@H](O)[C@H](O)[C@@H](O)[C@@H](O)[C@H](O)CO